FC(C(=O)O)(F)F.FC(C(=O)O)(F)F.NC1=NC=2C=NC(=CC2C2=C1COC2)C(=O)N2[C@H](CN(CC2)C(C)=O)C2=CC=C(C=C2)C(F)(F)F (S)-1-(4-(4-amino-1,3-dihydrofuro[3,4-c][1,7]naphthyridine-8-carbonyl)-3-(4-(trifluoromethyl)phenyl)piperazin-1-yl)ethan-1-one bis(2,2,2-trifluoroacetate)